Cl.C1(CC1)CN1N=C(C=C1)C=1C(=NOC1C)C12CNCC2C1 4-[1-(cyclopropylmethyl)-1H-pyrazol-3-yl]-5-methyl-1,2-oxazol-3-yl-3-azabicyclo[3.1.0]Hexane hydrochloride